(3S)-3-({2-[4-chloro-2-(trifluoromethoxy)phenyl][1,2,4]triazolo[1,5-c]quinazolin-5-yl}amino)azepin-2-one ClC1=CC(=C(C=C1)C1=NN2C(=NC=3C=CC=CC3C2=N1)NC=1C(N=CC=CC1)=O)OC(F)(F)F